6-boronohexanoic acid B(O)(O)CCCCCC(=O)O